C1(CC1)C1=C(C=C(C(=C1)I)C)N(C(C(=C)C)=O)C1=CC=C2C(=N1)C(=NN2C)O[C@@H]2CC[C@H](CC2)C(=O)OC(C)(C)C tert-butyl (trans)-4-({5-[N-(2-cyclopropyl-4-iodo-5-methylphenyl)-2-methylprop-2-enamido]-1-methylpyrazolo[4,3-b]pyridin-3-yl}oxy)cyclohexane-1-carboxylate